5-chloro-2-(2-fluoro-4-pyridinyl)-4-[(2S)-2-methylpiperazin-1-yl]-1H-pyrimidin-6-one ClC1=C(N=C(NC1=O)C1=CC(=NC=C1)F)N1[C@H](CNCC1)C